ClC1=CC=C(C=C1)C1=C(CCC(C1)(C)C)CN1C2CN(CC1CC2)CC=2C=C1CN(C(C1=CC2F)=O)C2C(NC(CC2)=O)=O 3-(5-((8-((4'-chloro-5,5-dimethyl-3,4,5,6-tetrahydro-[1,1'-biphenyl]-2-yl)methyl)-3,8-diazabicyclo[3.2.1]octane-3-yl)methyl)-6-fluoro-1-oxoisoindolin-2-yl)piperidine-2,6-dione